N1[C@@H](CCC1)C(=O)[O-].[Cs+] cesium (S)-pyrrolidine-2-carboxylate